C(CCCCCCCCCCC)N(C(COCC(=O)N(CCCCCCCCCCCC)CCCCCCCCCCCC)=O)CCCCCCCCCCCC N,N,N',N'-tetra-n-dodecyl-3-oxapentanediamide